Br.CC1=CC=C(C=C1)CCN1C(SC2=C1CCCC2)=N 1-(4-methylphenyl)-2-(4,5,6,7-tetrahydro-2-imino-3(2H)-benzothiazolyl)ethane HBr